BrC1=C(C2=C(N=CN=C2N)N1C(CC)C=1N=NN(C1)C1=C(C(=CC=C1)F)F)C=1C=NC(=NC1)C(F)(F)F 6-Bromo-7-{1-[1-(2,3-difluorophenyl)-1H-1,2,3-triazol-4-yl]propyl}-5-[2-(trifluoromethyl)pyrimidin-5-yl]-7H-pyrrolo[2,3-d]pyrimidin-4-amine